C(C)OC1=NC(N(C=C1)C=1C=C(C=2N(C1)C=C(N2)C)F)N2CC1CNCC1C2 4-ethoxy-N-{8-fluoro-2-methylimidazo[1,2-a]pyridin-6-yl}-2-{octahydropyrrolo[3,4-c]pyrroL-2-yl}pyrimidine